tert-butyl (1R,5S)-3-(7-bromo-8-fluoro-2-(2,2,2-trifluoroethoxy)-6-vinylquinazolin-4-yl)-3,8-diazabicyclo[3.2.1]octane-8-carboxylate BrC1=C(C=C2C(=NC(=NC2=C1F)OCC(F)(F)F)N1C[C@H]2CC[C@@H](C1)N2C(=O)OC(C)(C)C)C=C